NCC1=CC=C(C=C1)COC1=CC=C(C=C1)NC(=O)NCC=1C=C2CN(C(C2=CC1)=O)[C@@]1(C(NC(CC1)=O)=O)C 1-(4-{[4-(aminomethyl)phenyl]methoxy}phenyl)-3-({2-[(3S)-3-methyl-2,6-dioxopiperidin-3-yl]-1-oxo-2,3-dihydro-1H-isoindol-5-yl}methyl)urea